C1(=CC=CC=C1)C(C1=CC=CC=C1)OC(CCCCCCCCCCCCCC)=O pentadecanoic acid 1,1-diphenylmethyl ester